CC1=CC(=NO1)C(=O)OCCCN1N=C(C=2C(NCC3(CCOCC3)CC21)=O)CC 3-(3-ethyl-4-oxo-spiro[6,8-dihydro-5H-pyrazolo[4,3-c]azepine-7,4'-tetrahydropyran]-1-yl)propyl 5-methylisoxazole-3-carboxylate